CC(=O)N[C@@H]1[C@H](C[C@@](O[C@H]1[C@@H]([C@@H](CO)O)O)(C(=O)O)OC[C@@H]2[C@@H]([C@@H]([C@H]([C@H](O2)O)NC(=O)C)O[C@@]3(C[C@@H]([C@H]([C@@H](O3)[C@@H]([C@@H](CO)O)O)NC(=O)C)O)C(=O)O)O)O The molecule is a branched amino trisaccharide in which two N-acetyl-alpha-neuraminyl residues are linked (2->3) and (2->6) to an N-acetyl-alpha-D-galactosamine residue. It has a role as an epitope. It is an amino trisaccharide and a galactosamine oligosaccharide.